C(OC(N1C=NC(=C1)C1=C(N=C2N1C=CC=N2)C2=NC(=NN2)C(F)(F)F)CCNC)([O-])=O 2-(methylamino)ethyl(4-{2-[3-(trifluoromethyl)-1H-1,2,4-triazol-5-yl]imidazo[1,2-a]pyrimidin-3-yl}-1H-imidazol-1-yl)methyl carbonate